2,3-dibromo-5-methoxy-4-((3-chloro-4-fluorophenyl)sulfonyl)benzaldehyde BrC1=C(C=O)C=C(C(=C1Br)S(=O)(=O)C1=CC(=C(C=C1)F)Cl)OC